F\C(\C(=O)OC)=C/C1=C(C2=C(N(C(N2)=O)C)C=C1)F methyl (2Z)-2-fluoro-3-(4-fluoro-1-methyl-2-oxo-3H-1,3-benzodiazol-5-yl)prop-2-enoate